5-((R)-1-(3,5-dichloropyridin-4-yl)ethoxy)-3-iodo-1-(tetrahydro-2H-pyran-2-yl)-1H-indazole ClC=1C=NC=C(C1[C@@H](C)OC=1C=C2C(=NN(C2=CC1)C1OCCCC1)I)Cl